COC1=CC=C(C=N1)C#CC1=CN=C2N1N=C(C=C2)C2=CC=C(C=C2)C(=O)N2CCOCC2 (4-(3-((6-methoxypyridin-3-yl)ethynyl)imidazo[1,2-b]pyridazin-6-yl)phenyl)(morpholino)methanone